COC(CC1CCC(CC1)C1=CC2=C(N(C(N2C)=O)C2C(NC(CC2)=O)=O)C=C1)=O.C(C)(=O)C1=CC=C(C=C1)SC1=CC=C(C=C1)[S+](C1=CC=C(C=C1)SC1=CC=C(C=C1)C(C)=O)C1=CC=C(C=C1)SC1=CC=C(C=C1)C(C)=O tris(4-((4-acetylphenyl)thio)phenyl)sulfonium methyl-2-[4-[1-(2,6-dioxo-3-piperidyl)-3-methyl-2-oxo-benzimidazol-5-yl]cyclohexyl]acetate